ClC1=C(C=C(C=C1)C(CO)NC(C1=C(C=NC=C1)F)=O)F N-[1-(4-chloro-3-fluorophenyl)-2-hydroxyethyl]-3-fluoroisonicotinamide